1-[(2-chloro-1H-imidazol-1-yl)methyl]-4-propylpyrrolidin-2-one ClC=1N(C=CN1)CN1C(CC(C1)CCC)=O